N(=[N+]=[N-])CCOCCOCCOCCOCCN(C(OC(C)(C)C)=O)CCOCCOCCOCCOCCN=[N+]=[N-] tert-butyl bis(14-azido-3,6,9,12-tetraoxatetradecyl)carbamate